5-amino-1H-indole-4-carbonitrile NC1=C(C=2C=CNC2C=C1)C#N